C1=CC=CC=2C3=CC=CC=C3N(C12)C1=CC=C(C=C1)N(C1=CC=C(C=C1)C=CC1=CC=C(C=C1)N(C1=CC=CC=C1)C1=CC=C(C=C1)N1C2=CC=CC=C2C=2C=CC=CC12)C1=CC=CC=C1 N,N'-bis[4-(9H-carbazole-9-yl)phenyl]-N,N'-diphenyl-Stilben-4,4'-diamine